(isopropylcyclopentadienyl)tris(methylethylamino)hafnium C(C)(C)C1(C=CC=C1)[Hf](N(C)CC)(N(C)CC)N(CC)C